hydroxypropyl methacrylate (hydroxylpropyl methacrylate) OCCCC=C(C(=O)O)C.C(C(=C)C)(=O)OCCCO